ethyl 3-(1-methoxycyclopropyl)propanoate COC1(CC1)CCC(=O)OCC